N-cyclohexyl-1-methyl-6-({[2-(trifluoromethyl)phenyl]carbonyl}amino)-1H-benzimidazole-4-carboxamide C1(CCCCC1)NC(=O)C1=CC(=CC=2N(C=NC21)C)NC(=O)C2=C(C=CC=C2)C(F)(F)F